C(CCCCCCCCCCCCCCCCC)OC=1C=C(C(=O)OCCC(=O)O[C@@]2(C[C@@H](O[C@@H]2COP(=O)([C@@]2(C[C@@H](O[C@@H]2COC(C2=CC=C(C=C2)OC)(C2=CC=C(C=C2)OC)C2=CC=CC=C2)N2C(=O)NC(=O)C(C)=C2)O)OCCC#N)N2C(=O)NC(=O)C(C)=C2)O)C=C(C1OCCCCCCCCCCCCCCCCCC)OCCCCCCCCCCCCCCCCCC 5'-O-((2-cyanoethoxy)(5'-O-(4,4'-dimethoxytrityl)thymidine-3'-yl)phosphoryl)thymidine-3'-yl 3-((3,4,5-tris(octadecyloxy)benzoyl)oxy)propionate